[Na].COC1=CC2=C(NC(=N2)[S@@](=O)CC2=NC=C(C(=C2C)OC)C)C=C1 5-methoxy-2-[(S)-[(4-methoxy-3,5-dimethyl-2-pyridinyl)methyl]sulfinyl]-1H-benzimidazole sodium salt